C1=[NH+]C=CC2=CC=C3C(=C12)CC1=CC=CC2=CC=CC3=C12 PHENALENOISOQUINOLINIUM